FC(OC1=CC=C(CCN2C(OC(=N2)CN2C=NC=3N=CN(C3C2=O)C)=O)C=C1)F 3-(4-(difluoromethoxy)phenethyl)-5-((7-methyl-6-oxo-6H-purin-1(7H)-yl)methyl)-1,3,4-oxadiazol-2(3H)-one